ClC1=C2C=CNC2=CC(=C1)Cl 4,6-dichloroindole